[Na+].C(C)OC(C(S(=O)[O-])(F)F)=O 2-ethoxy-1,1-difluoro-2-oxoethane-1-sulfinic acid sodium salt